COC=1C=C(C(=O)O)C=CC1 (m-methoxy)benzoic acid